4-((3s,5r)-4-propenoyl-3,5-dimethylpiperazin-1-yl)-6-fluoro-7-(2-fluoro-6-hydroxyphenyl)-1-(2-isopropyl-4-(methylthio)pyridin-3-yl)pyrido[2,3-d]pyrimidin-2(1H)-one C(C=C)(=O)N1[C@H](CN(C[C@H]1C)C=1C2=C(N(C(N1)=O)C=1C(=NC=CC1SC)C(C)C)N=C(C(=C2)F)C2=C(C=CC=C2O)F)C